C(#N)C1=C(C=CC(=N1)C(=O)NC)N1CCN(CC1)CC1=CC(=NC=C1)NS(NCC)(=O)=O 6-cyano-5-(4-((2-((N-ethylsulfamoyl)amino)pyridin-4-yl)methyl)piperazin-1-yl)-N-methylpicolinamide